2,6-bis((E)-2-(5-(diphenylamino)thiophen-2-yl)ethenyl)-4H-pyran C1(=CC=CC=C1)N(C1=CC=C(S1)/C=C/C=1OC(=CCC1)\C=C\C=1SC(=CC1)N(C1=CC=CC=C1)C1=CC=CC=C1)C1=CC=CC=C1